5-(6-oxa-3-azabicyclo[3.1.1]heptan-3-yl)-1,3,4-thiadiazol C12CN(CC(O1)C2)C2=NN=CS2